F[Ag-2](F)F trifluoroSilver(I)